OC=1C(=CC(=C(C1)NC(OCC1=CC=C(C=C1)NC([C@H](C)NC([C@H](C(C)C)NC(=O)OCC=C)=O)=O)=O)C(=O)N1[C@@H](CCCC1)CO)OC 4-((S)-2-((S)-2-(((allyloxy)carbonyl)amino)-3-methylbutanamido)propanamido)benzyl (5-hydroxy-2-((S)-2-(hydroxymethyl)piperidine-1-carbonyl)-4-methoxyphenyl)carbamate